(E)-N-(4-(3-chloro-4-fluorophenylamino)-7-(2-((S)-tetrahydrofuran-2-yl)ethynyl)quinazolin-6-yl)-4-(dimethylamino)but-2-enamide ClC=1C=C(C=CC1F)NC1=NC=NC2=CC(=C(C=C12)NC(\C=C\CN(C)C)=O)C#C[C@H]1OCCC1